fluorocholine OCC[N+](C)(C)CF